ClC1=C(C=C(C(=C1)Cl)C(C=O)C1=CC=CC=C1)C=1C(=CC=C(C1F)OCCOC)C#N 2',4'-dichloro-6-fluoro-5-(2-methoxyethoxy)-5'-(2-oxo-1-phenylethyl)-[1,1'-biphenyl]-2-carbonitrile